C(=O)=C1NC2=CC=C(C=3C2=C1C=CC3)N3N=CC(=C3C(F)(F)F)C(=O)O 1-(2-carbonyl-1,2-dihydrobenzo[cd]indol-6-yl)-5-(trifluoromethyl)-1H-pyrazole-4-carboxylic acid